BrC=1C=C(C=C(C1)NS(=O)(=O)C)NC(=O)C1=CN(C(=C1)C)C1=NC=CC=C1C N-(3-bromo-5-(methylsulfonamido)phenyl)-5-methyl-1-(3-methylpyridin-2-yl)-1H-pyrrole-3-carboxamide